3-([3-amino-4-[(2S)-2-methyl-4-(oxetan-3-yl)piperazin-1-yl]phenyl]amino)-5-bromo-1-methylpyrazin-2-one NC=1C=C(C=CC1N1[C@H](CN(CC1)C1COC1)C)NC=1C(N(C=C(N1)Br)C)=O